1-(3-fluorophenyl)-N-(7-methoxy-6-{[2-(pyrrolidin-1-yl)ethoxy]methyl}-1H,2H,3H-cyclopenta[b]quinolin-9-yl)piperidin-4-amine FC=1C=C(C=CC1)N1CCC(CC1)NC1=C2C(=NC=3C=C(C(=CC13)OC)COCCN1CCCC1)CCC2